ICC=1C=C(C=C)C=CC1 3-(iodomethyl)styrene